ClC=1C=C(C=CC1)C1=C(N=CC=N1)OC 6-(3-chlorophenyl)-5-methoxypyrazin